NC=1SC(=C(C1C(=O)OCC)C)C1=CC=C(C=C1)[N+](=O)[O-] Ethyl 2-amino-4-methyl-5-(4-nitrophenyl)thiophene-3-carboxylate